4-fluoro-1H-pyrrolo[2,3-c]Pyridine-2-carboxylic acid FC1=C2C(=CN=C1)NC(=C2)C(=O)O